tin (II) acetate salt C(C)(=O)[O-].[Sn+2].C(C)(=O)[O-]